7-fluoro-N-methylchroman-4-amine FC1=CC=C2C(CCOC2=C1)NC